propyllactate C(CC)OC(C(O)C)=O